FC1=NC(=C2N=CN(C2=N1)C1OCCC1)NCC1=CC(=CC=C1)C(F)(F)F 2-fluoro-6-{[3-(trifluoromethyl)benzyl]amino}-9-(tetrahydrofuran-2-yl)-9H-purine